N-(1-benzyl-4-(2,5-difluoropyridin-4-yl)piperidin-4-yl)-4-(trifluoromethoxy)benzenesulfonamide C(C1=CC=CC=C1)N1CCC(CC1)(C1=CC(=NC=C1F)F)NS(=O)(=O)C1=CC=C(C=C1)OC(F)(F)F